5-(4-((2R,5S)-5-(4-chlorobenzyl)-2-(3-methylisoxazol-5-yl)morpholino)piperidin-1-yl)-4H-1,2,4-triazol-3-amine 2,2,2-trifluoroacetate FC(C(=O)O)(F)F.ClC1=CC=C(C[C@@H]2N(C[C@@H](OC2)C2=CC(=NO2)C)C2CCN(CC2)C=2NC(=NN2)N)C=C1